2-((1-methyl-9-(1-methyl-1H-pyrazol-4-yl)-6,7-dihydro-5H-benzo[c][1,2,3]triazolo[1,5-a]azepin-7-yl)amino)benzonitrile CC=1N=NN2C1C1=C(C(CC2)NC2=C(C#N)C=CC=C2)C=C(C=C1)C=1C=NN(C1)C